N-[5-(2-Ethoxypyrimidin-5-yl)-3-methoxy-pyrazin-2-yl]-5-methyl-3-phenyl-isoxazole-4-carboxamide C(C)OC1=NC=C(C=N1)C=1N=C(C(=NC1)NC(=O)C=1C(=NOC1C)C1=CC=CC=C1)OC